(R)-tert-butyl (4-(2-((4-(3-(2,6-dimethylpyridin-4-yl)phenyl)thiazol-2-yl)carbamoyl)azetidine-1-carbonyl)phenyl)carbamate CC1=NC(=CC(=C1)C=1C=C(C=CC1)C=1N=C(SC1)NC(=O)[C@@H]1N(CC1)C(=O)C1=CC=C(C=C1)NC(OC(C)(C)C)=O)C